CN(C1=CC=C(C=C1)C1(OC(=O)C2=CC(=CC=C12)N(CC)CC)C1=CC=C(C=C1)N(C)C)C 3,3-Bis(p-dimethylamino-phenyl)-6-diethylaminophthalid